(2S)-2-[[(9H-fluoren-9-ylmethoxy)carbonyl]amino]propanoic acid C1=CC=CC=2C3=CC=CC=C3C(C12)COC(=O)N[C@H](C(=O)O)C